1-(4-(4-(2-Fluoroethoxy)phenyl)pyrimidin-2-yl)-4-methoxy-N-(4-methyl-1-azabicyclo[3.2.2]nonan-4-yl)piperidine-4-carboxamide FCCOC1=CC=C(C=C1)C1=NC(=NC=C1)N1CCC(CC1)(C(=O)NC1(CCN2CCC1CC2)C)OC